(S)-N-(2-(3-(dimethylamino)pyrrolidin-1-yl)-5-((4-(7-fluoro-1-methyl-1H-indol-3-yl)-5-(trifluoromethyl)pyrimidin-2-yl)amino)phenyl)acetamide CN([C@@H]1CN(CC1)C1=C(C=C(C=C1)NC1=NC=C(C(=N1)C1=CN(C2=C(C=CC=C12)F)C)C(F)(F)F)NC(C)=O)C